1-ethynyl-4-pentoxybenzene C(#C)C1=CC=C(C=C1)OCCCCC